5,10,15,20-tetra(4-fluorophenyl)-21H,23H-porphyrin FC1=CC=C(C=C1)C=1C2=CC=C(N2)C(=C2C=CC(C(=C3C=CC(=C(C=4C=CC1N4)C4=CC=C(C=C4)F)N3)C3=CC=C(C=C3)F)=N2)C2=CC=C(C=C2)F